tert-butyl 2-(5-(4-fluoro-2-(methoxycarbonyl) phenoxy) pyrimidin-4-yl)-2,7-diazaspiro[3.5]nonane-7-carboxylate FC1=CC(=C(OC=2C(=NC=NC2)N2CC3(C2)CCN(CC3)C(=O)OC(C)(C)C)C=C1)C(=O)OC